FC=1C(=NC(=NC1)N1CC(C1)C(=O)NC1(CCN2CCC1CC2)C)C2=CC=C(C=C2)OCCCOC 1-(5-fluoro-4-(4-(3-methoxypropoxy)phenyl)pyrimidin-2-yl)-N-(4-methyl-1-azabicyclo[3.2.2]non-4-yl)azetidine-3-carboxamide